1-(1-(3-chloro-4-fluorophenyl)ethyl)-4-(3-(1-methyl-1H-pyrazol-4-yl)-1H-indazol-5-yl)pyridin-2(1H)-one ClC=1C=C(C=CC1F)C(C)N1C(C=C(C=C1)C=1C=C2C(=NNC2=CC1)C=1C=NN(C1)C)=O